C(CCC)SCCSCCCC 1,2-bis(butylsulfanyl)ethane